FC1=C(C(=C2C=CNC2=C1F)SCC1=CC=C(C=C1)OC)OC=1C=CC(=C(C#N)C1)F 5-[[6,7-difluoro-4-[(4-methoxyphenyl)methylsulfanyl]-1H-indol-5-yl]oxy]-2-fluoro-benzonitrile